C(C)(C)(C)OC(=O)N1CC(C1)(C)COC1=C2C(=NC(=N1)C1=CC(=C(C=C1)O)F)N(N=C2)C2OCCCC2 3-(((6-(3-fluoro-4-hydroxyphenyl)-1-(tetrahydro-2H-pyran-2-yl)-1H-pyrazolo[3,4-d]pyrimidin-4-yl)oxy)methyl)-3-methylazetidine-1-carboxylic acid tert-butyl ester